BrC=1C(=NN(C1)C)C(=O)NC=1C=NC=CC1 4-bromo-1-methyl-N-(pyridin-3-yl)-1H-pyrazole-3-carboxamide